CC(C)C[O-].CC(C)C[O-].CC(C)C[O-].CC(C)C[O-].[Hf+4] Hafnium tetra-isobutoxide